ClC=1C=C(C=C(C1)Cl)C1=NC(=CC(=C1)CN1CCC(CC1)CNC(C)=O)OC=1C=NC(=NC1)N1CCN(CC1)C[C@@H](C)O (R)-N-((1-((2-(3,5-dichlorophenyl)-6-((2-(4-(2-hydroxypropyl)piperazin-1-yl)pyrimidin-5-yl)oxy)pyridin-4-yl)methyl)piperidin-4-yl)methyl)acetamide